3-[(aminocarbonyl)amino]-5-(3-fluorophenyl)-N-(3S)-3-piperidinyl-2-thiophenecarboxamide hydrochloride Cl.NC(=O)NC1=C(SC(=C1)C1=CC(=CC=C1)F)C(=O)N[C@@H]1CNCCC1